C/C(/C(=O)O)=C/C(=O)O cis-methylmaleic acid